tert-Butyl 4-(4-((2-fluoro-4-(2-(pyridin-3-yl)cyclopropane-1-carboxamido-3,3-d2)benzyl)carbamoyl)phenyl)piperazine-1-carboxylate FC1=C(CNC(=O)C2=CC=C(C=C2)N2CCN(CC2)C(=O)OC(C)(C)C)C=CC(=C1)NC(=O)C1C(C1([2H])[2H])C=1C=NC=CC1